N(=NC1SC2=C(N1CC)C=CC(=C2)S(=O)(=O)O)C2SC1=C(N2CC)C=CC(=C1)S(=O)(=O)O 2,2'-Azobis(3-ethylbenzothiazole-6-sulfonic acid)